C=1N=CN2C1C1=CC=CC=C1[C@H]2[C@H]2COCC[C@@H]2O (3S,4S)-3-((R)-5H-Imidazo[5,1-a]isoindol-5-yl)-tetrahydro-2H-pyran-4-ol